S(=O)(=O)(C1=CC=C(C)C=C1)N[C@@H](CCCCN)C(=O)O tosyllysine